ClC=1C=C(C=CC1C(C)OC)C1=CC(=NC=N1)C(=O)O 6-(3-chloro-4-(1-methoxyethyl)phenyl)pyrimidine-4-carboxylic acid